ClC1=CC=2C(OCC3CC=4C(=CC=CC4C=4C(=CC(=C(NS(C(=C1O)C2)(=O)=O)C4)F)F)O3)=O 15-Chloro-21,23-difluoro-16-hydroxy-18,18-dioxo-11,26-dioxa-18λ6-thia-19-azapentacyclo[18.3.1.16,9.113,17.02,7]hexacosa-1(24),2(7),3,5,13(25),14,16,20,22-nonaen-12-one